7-(4-(isopropylsulfonyl)phenyl)-1-phenyl-2,3-dihydro-1H-benzo[d]pyrrolo[1,2-a]imidazole C(C)(C)S(=O)(=O)C1=CC=C(C=C1)C1=CC2=C(N=C3N2C(CC3)C3=CC=CC=C3)C=C1